CC(CCOCC1(COC1)CC)COCC1(COC1)CC methyl-1,2-bis[(3-ethyl-3-oxetanylmethoxy)methyl]ethane